C(C)(C)OC(CCC1=CC(=CC=C1)S(=O)(=O)C)=O 3-(3-(methylsulfonyl)phenyl)propanoic acid isopropyl ester